FC=1C=C(OC=2C=C(C=C(C2)C)C=2C3=C(C(N(C2)C)=O)NC(=C3)C(=O)NCCC(F)(F)F)C=CC1C 4-(3-(3-fluoro-4-methylphenoxy)-5-methylphenyl)-6-methyl-7-oxo-N-(3,3,3-trifluoropropyl)-6,7-dihydro-1H-pyrrolo[2,3-c]pyridine-2-carboxamide